tert-butyl benzyl(7-bromo-6-((2R,3S)-2-((tert-butoxycarbonyl)amino)-3-fluorobutyl)-2-chloropyrrolo[2,1-f][1,2,4]triazin-4-yl)carbamate C(C1=CC=CC=C1)N(C(OC(C)(C)C)=O)C1=NC(=NN2C1=CC(=C2Br)C[C@H]([C@H](C)F)NC(=O)OC(C)(C)C)Cl